C(C)(C)(C)N1N=CC(=C1)NC1=NC=C(C(=N1)NC\C=C\CC(C)C)C(=O)N (E)-2-((1-tert-butyl-1H-pyrazol-4-yl)amino)-4-((5-methylhex-2-en-1-yl)amino)pyrimidin-5-carboxamide